N'-(3-(trimethoxysilyl)propyl)-1,3-propanediamine CO[Si](CCCNCCCN)(OC)OC